BrC=1C=C(C(=NC1)OC1CC(C1)N(C)C)N 5-Bromo-2-(3-(dimethylamino)cyclobutoxy)pyridin-3-amine